isopropyl 2-((2-methoxy-4-(methyl(2-((methanesulfonyl)oxy) ethyl)amino)-5-nitrophenyl)amino)-4-(3,3,5-trimethyl-2,3-dihydro-1H-pyrrolo[3,2-b]pyridin-1-yl)pyrimidine-5-carboxylate COC1=C(C=C(C(=C1)N(CCOS(=O)(=O)C)C)[N+](=O)[O-])NC1=NC=C(C(=N1)N1CC(C2=NC(=CC=C21)C)(C)C)C(=O)OC(C)C